C(C)(C)(C)P(C1=C(C=CC=C1)N1N=C(C=C1C1=CC=CC=C1)C1=CC=CC=C1)C(C)(C)C 1-[2-di-t-butylphosphinophenyl]-3,5-diphenyl-1H-pyrazole